(1S,2R)-2-((S)-1-((1,3-Dioxoisoindolin-2-yl)methyl)-8-(((S)-1-(thiazol-5-carbonyl)pyrrolidin-3-yl)oxy)-1,2,3,4-tetrahydroisochinolin-2-carbonyl)cyclohexan O=C1N(C(C2=CC=CC=C12)=O)C[C@H]1N(CCC2=CC=CC(=C12)O[C@@H]1CN(CC1)C(=O)C1=CN=CS1)C(=O)C1CCCCC1